4-(2,3-dichloro-6-methoxyphenyl)-6-methoxy-2,3,4,5-tetrahydropyridine ClC1=C(C(=CC=C1Cl)OC)C1CCN=C(C1)OC